5-bromo-7-fluoro-1-methyl-1H-benzo[d]imidazole formate C(=O)O.BrC1=CC2=C(N(C=N2)C)C(=C1)F